2-methylsulfanyl-N6-methyl-N6-threonyl-carbamoyl-adenosine CSC=1N=C(C=2N=CN([C@]3([C@H](O)[C@H](O)[C@@H](CO)O3)C(N)=O)C2N1)N(C([C@@H](N)[C@H](O)C)=O)C